ClC=1C=CC2=C(C1)C=1N(CN(CC1CO2)C2=CC=CC=C2)C2=CC=CC=C2 9-chloro-1,3-diphenyl-3,4-dihydro-1H-benzopyrano[4,3-d]pyrimidine